3,5-dimethyl-2-[7-[1-methylpiperazin-2-yl]-1,8-naphthyridin-2-yl]phenol CC=1C(=C(C=C(C1)C)O)C1=NC2=NC(=CC=C2C=C1)C1N(CCNC1)C